ClC1=CC=C(C=C1)[C@@]1(N(C(C2=CC(=CC(=C12)F)C(C)(C)O)=O)[C@H](C)C1=NC=C(C=C1)Cl)OCC1(CC1)C(=O)N 1-({[(1R)-1-(4-chlorophenyl)-2-[(1R)-1-(5-chloropyridin-2-yl)ethyl]-7-fluoro-5-(2-hydroxypropan-2-yl)-3-oxo-2,3-dihydro-1H-isoindol-1-yl]oxy}methyl)cyclopropane-1-carboxamide